(2-methyl-1,2,3,4-tetrahydroisoquinolin-1-yl)methylamine CN1C(C2=CC=CC=C2CC1)CN